methyl(phenyl)(vinyl)ethoxysilane C[SiH](OCCC=C)C1=CC=CC=C1